2-(3,4-bis(bromomethyl)-2,5-dioxo-2,5-dihydro-1H-pyrrol-1-yl)acetic acid BrCC=1C(N(C(C1CBr)=O)CC(=O)O)=O